FC1=CC=C(C(=C1Cl)F)F 2,4,5-trifluoro-3-chlorobenzene